NCCCOCCCN Bis(3-amino-propyl)ether